FC1=CC=C(C=C1)C1(C2=C(B(O1)O)C=CC=C2)C(=O)OC methyl 3-(4-fluorophenyl)-1-hydroxy-1,3-dihydrobenzo[c][1,2]oxaborole-3-carboxylate